(6-bromoquinolin-4-yl)morpholine BrC=1C=C2C(=CC=NC2=CC1)N1CCOCC1